methyl-N-(tert-butoxycarbonyl)-O-vinyl-L-threonine CN([C@@H]([C@H](OC=C)C)C(=O)O)C(=O)OC(C)(C)C